4-fluoro-5-methoxy-2-nitrophenol FC1=CC(=C(C=C1OC)O)[N+](=O)[O-]